CN(C1=CC=CC(=N1)[C@@H](CO)NC(C)=O)C N-[(1S)-1-[6-(dimethylamino)pyridin-2-yl]-2-hydroxyethyl]acetamide